methyl 2-(3-bromo-2-(2-((tert-butyldimethylsilyl)oxy)ethoxy) phenyl)-5-hydroxy-1-methyl-6-oxo-1,6-dihydropyrimidine-4-carboxylate BrC=1C(=C(C=CC1)C=1N(C(C(=C(N1)C(=O)OC)O)=O)C)OCCO[Si](C)(C)C(C)(C)C